C1(CC1)NC(C1=C(C=C(C=C1)N1CCNCC1)F)=O N-cyclopropyl-2-fluoro-4-(piperazin-1-yl)benzamide